C(C1=CC=CC=C1)OC1=C(C[N])C=C(C=C1)Cl.[N] nitrogen [2-(benzyloxy)-5-chlorobenzyl]-nitrogen